[Li].S(=O)(Cl)Cl thionylchloride lithium